1-((3S,4R)-4-(3,4-difluorophenyl)-1-(2-methoxyethyl)pyrrolidin-3-yl)-3-(1,3-dimethyl-4-phenyl-1H-pyrazol-5-yl)urea FC=1C=C(C=CC1F)[C@H]1[C@@H](CN(C1)CCOC)NC(=O)NC1=C(C(=NN1C)C)C1=CC=CC=C1